C(C)(C)C=1N=CSC1C(=O)O 4-isopropylthiazole-5-carboxylic acid